C1(=CC=CC=C1)[Si](C1=CC=CC=C1)(C1=CC=CC=C1)C1=C(C2=C(SC3=C2C=CC=C3)C=C1)N(C1=C(C(=CC=3C2=CC=CC=C2CC13)C1=CC=CC=C1)C1=CC=CC=C1)C1=CC=CC=C1 (triphenylsilyldibenzothiophenyl)(phenyl)(diphenylfluorenyl)amine